(R)-N'-((3-(2-methoxypyridin-4-yl)bicyclo[4.2.0]octa-1(6),2,4-trien-2-yl)carbamoyl)-6,7-dihydro-5H-pyrazolo[5,1-b][1,3]oxazine-3-sulfonimidamide COC1=NC=CC(=C1)C1=C(C=2CCC2C=C1)NC(=O)N=[S@](=O)(N)C=1C=NN2C1OCCC2